C(C(=C)C)(=O)O.C1(CCCCCO1)=O caprolactone methacrylate